bis[4-(t-butoxycarbonylamino)phenyl]methane C(C)(C)(C)OC(=O)NC1=CC=C(C=C1)CC1=CC=C(C=C1)NC(=O)OC(C)(C)C